C(C(C)(C)C)(=O)OOC(C)(C)CC tert-pentyl peroxypivalate